FC1=C(C=CC(=C1F)CC=CC)O 2,3-difluoro-4-(2-butenyl)phenol